C=C(C(C)OCCC#N)CC 3-((3-methylenepent-2-yl)oxy)propionitrile